(S)-3-amino-N-(3-(3-methyl-1H-pyrazol-4-yl)-1H-indol-7-yl)-2-phenylpropanamide NC[C@@H](C(=O)NC=1C=CC=C2C(=CNC12)C=1C(=NNC1)C)C1=CC=CC=C1